NC1=CC(=NC=2N1N=C(C2CC)C)NCCC2=NN(C=C2)C2(CC2)CO 7-amino-3-ethyl-5-((2-(1-(1-(hydroxymethyl)cyclopropyl)-1H-pyrazol-3-yl)ethyl)amino)-2-methylpyrazolo[1,5-a]pyrimidine